1-{[1-(4-chloro-3-fluorophenyl)-1H-1,2,4-triazol-5-yl]methyl}-3-{[1-(quinolin-7-yl)-1H-1,2,4-triazol-5-yl]methyl}urea ClC1=C(C=C(C=C1)N1N=CN=C1CNC(=O)NCC1=NC=NN1C1=CC=C2C=CC=NC2=C1)F